N-(2-(tert-butyl)-4-fluorophenyl)acetamide C(C)(C)(C)C1=C(C=CC(=C1)F)NC(C)=O